N1C[C@H](CC1)NC(OC(C)(C)C)=O Tert-butyl (S)-pyrrolidin-3-ylcarbamate